COC=1C=C2C(N=C(NC2=CC1C(=O)N1CCOCC1)C)=O 6-methoxy-2-methyl-7-(morpholine-4-carbonyl)quinazoline-4(1H)-on